N-[4-[[6-(5-chloro-1,3-benzoxazol-2-yl)spiro[3.3]heptan-2-yl]amino]-4-oxo-butyl]sulfonylcyclobutanecarboxamide ClC=1C=CC2=C(N=C(O2)C2CC3(CC(C3)NC(CCCS(=O)(=O)NC(=O)C3CCC3)=O)C2)C1